(4-bromophenyl)piperazine BrC1=CC=C(C=C1)N1CCNCC1